3-(2-amino-7-(isothiazol-3-yl)quinolin-4-yl)propan-1-ol NC1=NC2=CC(=CC=C2C(=C1)CCCO)C1=NSC=C1